C(C)(C)(C)OC(=O)N1C(C(=C(CC1)O)S(=O)(=O)CNC1=C(C(=CC=C1)Cl)OC)=O 3-[(3-chloro-2-methoxyphenyl)aminomethylsulfonyl]-4-hydroxy-2-oxo-5,6-dihydropyridine-1-carboxylic acid tert-butyl ester